C(CCCCCCCC)C=1C(=C(C2=CC=CC=C2C1)S(=O)(=O)[O-])CCCCCCCCC.[Ba+2].C(CCCCCCCC)C=1C(=C(C2=CC=CC=C2C1)S(=O)(=O)[O-])CCCCCCCCC barium dinonylnaphthalenesulfonate salt